ClC=1C=C(C=CC1C(=O)N1CCC(CC1)NC(CN(C)C)=O)NC(=O)C=1N(C(=CN1)C=1C(=NC(=C(C1)F)N(C)C)F)C N-[3-chloro-4-[4-[[2-(dimethylamino)acetyl]amino]piperidine-1-carbonyl]phenyl]-5-[6-(dimethylamino)-2,5-difluoro-3-pyridyl]-1-methyl-imidazole-2-carboxamide